1-((2R,3R,4S)-5-(((((1-(Benzyloxy)-1-oxopropan-2-yl)amino)(naphthalen-1-yloxy)phosphoryl)oxy)methyl)-3,4-dihydroxytetrahydrofuran-2-yl)-3-carbamoylpyridin-1-ium Trifluoroacetate salt FC(C(=O)[O-])(F)F.C(C1=CC=CC=C1)OC(C(C)NP(=O)(OC1=CC=CC2=CC=CC=C12)OCC1[C@H]([C@H]([C@@H](O1)[N+]1=CC(=CC=C1)C(N)=O)O)O)=O